C(C)(C)(C)[Ni] t-butyl-nickel